1-(7-Cyano-3-fluoro-5-isopropoxybenzo[b]thiophen-2-yl)-1H-pyrazole-4-carboxylic acid ethyl ester C(C)OC(=O)C=1C=NN(C1)C1=C(C2=C(S1)C(=CC(=C2)OC(C)C)C#N)F